FC1=CC=C(C=C1)C1=NC=2C(=NC(=CC2)N2CCNCC2)N1C1=CC=NC=C1 1-[2-(4-Fluorophenyl)-3-(pyridin-4-yl)-3H-imidazo[4,5-b]pyridin-5-yl]piperazine